ClC1=C(C=CC=C1)C1=CC=CC(N1)=O 6-(2-chlorophenyl)-1H-pyridin-2-one